BrC1=CC(=C(S1)CN1C=NNC1=O)F 4-[(5-bromo-3-fluoro-2-thienyl)methyl]-1H-1,2,4-triazol-5-one